C(CCCCC)C1=C(C2C(C(C1C2)C(=O)O)C(=O)O)CCCCCC Di-n-hexyl-bicyclo[2.2.1]hept-5-ene-2,3-dicarboxylic acid